(2S)-2-[[4-[(E)-3-Naphthalen-2-ylprop-2-enoyl]phenyl]sulfonylamino]propanoic acid C1=C(C=CC2=CC=CC=C12)/C=C/C(=O)C1=CC=C(C=C1)S(=O)(=O)N[C@H](C(=O)O)C